NCCC1N(CCC1)C 2-aminoethyl-1-methylpyrrolidine